Dihydroxydibenzocyclohexanone OC1(C(C2=C(C3=C1C=CC=C3)C=CC=C2)=O)O